N-β-aminoethyl-α-aminopropyl-methyldimethoxysilane NCCNC(CC)[Si](OC)(OC)C